CC(C)(C1=CC=C(C=C1)OCCOCCOC(C(=C)C)=O)C1=CC=C(OCCOCCOC(C(=C)C)=O)C=C1 2-Methyl-acrylic acid 2-(2-{4-[1-methyl-1-(4-{2-[2-(2-methyl-acryloyloxy)-ethoxy]-ethoxy}-phenyl)-ethyl]-phenoxy}-ethoxy)-ethyl ester